CC=1C(=CN=NC1)C(CC(=O)OCC)=O ethyl 3-(5-methylpyridazin-4-yl)-3-oxo-propanoate